C(C)(C)(C)N(C(O)=O)C(CNC(CCl)=O)C1=C(C=CC=C1)Cl.C(C)(=O)O[2H] acetic acid-d1 tert-Butyl-(2-(2-chloroacetamido)-1-(2-chlorophenyl)ethyl)carbamate